2-(1-aminocyclopropaneamido)-3-(2-chlorobenzoyl)-4H,5H,6H-cyclopenta[b]thiophene-5-carboxylate NC1(CC1)C(=O)NC1=C(C2=C(S1)CC(C2)C(=O)[O-])C(C2=C(C=CC=C2)Cl)=O